(2-(2-chloropyrimidin-4-yl)-6,6-dimethyl-4-oxo-4H-thieno[2,3-c]Pyrrole-5(6H)-yl)propionic acid ethyl ester C(C)OC(C(C)N1C(C2=C(C1=O)C=C(S2)C2=NC(=NC=C2)Cl)(C)C)=O